CC1=CC=2NC3=CC=C(C=C3C2C=C1)C 2,6-Dimethylcarbazole